N1(C=NC=C1)C=1C=C(CN(CCC2=CC=C(C=C2)NC(=O)C2=C(C=C(C(=C2)OC)OC)NC(=O)C=2OC3=C(C=C(C=C3C(C2)=O)C)C)CC=2C=C3C=NN(C3=CC2)C)C=CC1 N-(2-((4-(2-((3-(1H-Imidazol-1-yl)benzyl)((1-methyl-1H-indazol-5-yl)methyl)amino)ethyl)phenyl)carbamoyl)-4,5-dimethoxyphenyl)-6,8-dimethyl-4-oxo-4H-chromene-2-carboxamide